(R)-1-(5-chloro-2-(2,4-dimethylpiperazin-1-yl)pyrimidin-4-yl)-N-(2-(imidazo[1,2-a]pyridin-3-yl)propan-2-yl)-N-methylazetidine-3-carboxamide ClC=1C(=NC(=NC1)N1[C@@H](CN(CC1)C)C)N1CC(C1)C(=O)N(C)C(C)(C)C1=CN=C2N1C=CC=C2